B(C1=CC(=C(C=C1)Cl)C(=O)N2CCOCC2)(O)O 4-CHLORO-3-(N-MORPHOLINECARBONYL)PHENYLBORONIC ACID